N1(C=NC=C1)C=1N=CC2=C(N1)C=CC(N2C)=O 2-(1H-imidazol-1-yl)-5-methylpyrido[3,2-d]pyrimidin-6(5H)-one